pentan-2-yl decanoate C(CCCCCCCCC)(=O)OC(C)CCC